CS(=O)(=O)C=1C=CC(=C(C1)NCC#CC=1N(C=2C=CC=C(C2C1)NC1CCN(CC1)C)CC(F)(F)F)OC 2-{3-[(5-methanesulfonyl-2-methoxyphenyl)amino]prop-1-yn-1-yl}-N-(1-methylpiperidin-4-yl)-1-(2,2,2-trifluoroethyl)-1H-indol-4-amine